FC1=C(C=CC(=C1)OC1=NN(C=C1)C=1C=NC(=CC1)C)NC1=NC=NC2=CC(=C(C=C12)N[C@H]1CN(CCC1)C(C=C)=O)OC (R)-1-(3-((4-((2-fluoro-4-((1-(6-methylpyridin-3-yl)-1H-pyrazol-3-yl)oxy)phenyl)amino)-7-methoxyquinazolin-6-yl)amino)piperidin-1-yl)prop-2-en-1-one